Tetrachloroethan-d2 ClC(C([2H])([2H])Cl)(Cl)Cl